CNC1(CC2=C(C=C(S2)C(F)(F)F)CC1)C N,6-dimethyl-2-(trifluoromethyl)-5,7-dihydro-4H-benzothiophen-6-amine